C(=CC=CCCCCCCCCCCCCCCCC)O eicosdienol